(R)-N-(indolin-2-ylmethyl)acetamide N1[C@H](CC2=CC=CC=C12)CNC(C)=O